eicosane-4,5-diol CCCC(C(CCCCCCCCCCCCCCC)O)O